5-[(4R,8S,9aS)-4-methyl-8-(2-piperazin-1-ylpyrimidin-5-yl)oxy-1,3,4,6,7,8,9,9a-octahydropyrido[1,2-a]pyrazin-2-yl]quinoline-8-carbonitrile C[C@@H]1CN(C[C@H]2N1CC[C@@H](C2)OC=2C=NC(=NC2)N2CCNCC2)C2=C1C=CC=NC1=C(C=C2)C#N